C(C1=CC=CC=C1)OC1=C(N(C2=CC=CC=C12)C1=CC(=C(C=C1)F)C)C(COC)(C)C (benzyloxy)-1-(4-fluoro-3-methylphenyl)-2-(1-methoxy-2-methylpropan-2-yl)-1H-indole